CC(CCCC)OCCCNCCCN1CCOCC1 N-(3-(2-hexoxy)propyl)-3-morpholinopropan-1-amine